ClC1=C(C(=O)NCC(C2=C(N=CS2)C(F)F)N2CCC(CC2)OC=2SC=C(N2)Cl)C(=CC=C1)F 2-Chloro-N-(2-{4-[(4-chloro-1,3-thiazol-2-yl)oxy]piperidin-1-yl}-2-[4-(difluoromethyl)-1,3-thiazol-5-yl]ethyl)-6-fluorobenzamid